4-((di-tert-butyl(isobutyl)silyl)oxy)-3,3-dimethyl-1-(1-methyl-1H-pyrrol-2-yl)butan-1-one C(C)(C)(C)[Si](OCC(CC(=O)C=1N(C=CC1)C)(C)C)(CC(C)C)C(C)(C)C